C(C)OC(CCCCCCC(C)OC(C)=O)OCC 9,9-Diethoxy-2-acetoxynonane